bis(formamidine) dihydrochloride Cl.Cl.C(=N)N.C(=N)N